1-methyl-N-(5-(5-methyl-1,2,4-oxadiazol-3-yl)-2,3-dihydro-1H-inden-1-yl)-1H-1,2,4-triazole-5-carboxamide CN1N=CN=C1C(=O)NC1CCC2=CC(=CC=C12)C1=NOC(=N1)C